(E)-9-tetradecene CCCCCCCC\C=C\CCCC